4-benzyl-4-methylcyclohexane-1,3-dione C(C1=CC=CC=C1)C1(C(CC(CC1)=O)=O)C